tert-butyl 6-fluoro-3-methyl-5-(4,4,5,5-tetramethyl-1,3,2-dioxaborolan-2-yl)indazole-1-carboxylate FC1=C(C=C2C(=NN(C2=C1)C(=O)OC(C)(C)C)C)B1OC(C(O1)(C)C)(C)C